NC(C(=O)[O-])CCC aminovaleric acid anion